2-(1-[3,6-dimethyl-2-(morpholin-4-yl)-4-oxo-3,4-dihydroquinazolin-8-yl]ethylamino)benzoic acid CN1C(=NC2=C(C=C(C=C2C1=O)C)C(C)NC1=C(C(=O)O)C=CC=C1)N1CCOCC1